S1C=NC2=C1C=C(C=C2)N2C[C@H]1C([C@H]1C2)C2=NOC(=N2)CN2C=NC=1N=CN(C1C2=O)C 1-((3-((1R,5S,6R)-3-(benzo[d]thiazol-6-yl)-3-azabicyclo[3.1.0]hex-6-yl)-1,2,4-oxadiazol-5-yl)methyl)-7-methyl-1,7-dihydro-6H-purin-6-one